(4aS,9bS)-7-(trifluoromethyl)-2,3,4a,9b-tetrahydro-1H-spiro[benzofuro[3,2-b]pyridine-4,1'-cyclopropane] FC(C1=CC2=C(C=C1)[C@@H]1NCCC3(CC3)[C@@H]1O2)(F)F